7-((4-((3-chloro-2-fluorophenyl)amino)-6-nitroquinazolin-7-yl)ethynyl)-7-methyl-2-oxa-5-azaspiro[3.4]octane-5-carboxylic acid tert-butyl ester C(C)(C)(C)OC(=O)N1C2(COC2)CC(C1)(C)C#CC1=C(C=C2C(=NC=NC2=C1)NC1=C(C(=CC=C1)Cl)F)[N+](=O)[O-]